2-ethyl-hexanoic acid-2-[4-(4,6-diphenyl-[1,3,5]triazin-2-yl)-3-hydroxy-phenoxy]-ethyl ester C1(=CC=CC=C1)C1=NC(=NC(=N1)C1=CC=CC=C1)C1=C(C=C(OCCOC(C(CCCC)CC)=O)C=C1)O